dibenzyl (2-(benzyloxy)-4-formylphenyl) phosphate P(=O)(OCC1=CC=CC=C1)(OCC1=CC=CC=C1)OC1=C(C=C(C=C1)C=O)OCC1=CC=CC=C1